1-(6-chloro-2-pyridinyl)-N-[4-(1-tetrahydropyran-2-ylpyrazol-4-yl)phenyl]indazol-3-amine ClC1=CC=CC(=N1)N1N=C(C2=CC=CC=C12)NC1=CC=C(C=C1)C=1C=NN(C1)C1OCCCC1